(R)-isobutyl-succinonitrile C(C(C)C)[C@@H](C#N)CC#N